C(CCC=C)N1C=CC=2C1=NC=CC2 1-pent-4-enyl-pyrrolo[2,3-b]Pyridine